2-Methyl-1,4-cyclohexandiol CC1C(CCC(C1)O)O